ClC(C1=NC(=NO1)C1=CC=2N(C=C1)C=C(N2)CC(=O)N=S(CC=2N=CSC2)(=O)C)(F)F 2-(7-(5-(chlorodifluoromethyl)-1,2,4-oxadiazol-3-yl)imidazo[1,2-a]pyridin-2-yl)-N-(methyl(oxo)(thiazol-4-ylmethyl)-λ6-sulfaneylidene)acetamide